C(C)(C)(C)OC(=O)NCCN1N=NC(=C1)CS(=O)C1=CC=C(C=C1)OC 1-(2-tert-butoxycarbonylaminoethyl)-4-[(4-methoxyphenyl)sulfinylmethyl]-1H-1,2,3-triazole